3-isopropyl-1-methyl-1H-pyrazolo[3,4-b]Pyridine-4,6-diol C(C)(C)C1=NN(C=2N=C(C=C(C21)O)O)C